7-{4-[4-(4-{4-[2-(2,6-Dioxopiperidin-3-yl)-7-methoxy-1-oxo-2,3-dihydro-1H-isoindol-5-yl]piperazin-1-yl}butoxy)phenyl]piperidin-1-yl}-4-methyl-1H-indazole-3-carbonitrile O=C1NC(CCC1N1C(C2=C(C=C(C=C2C1)N1CCN(CC1)CCCCOC1=CC=C(C=C1)C1CCN(CC1)C=1C=CC(=C2C(=NNC12)C#N)C)OC)=O)=O